4-(2-chloro-2-methyl-propanoyl)-3,5-dihydro-2H-pyrido[3,4-f][1,4]oxazepine-9-carbonitrile ClC(C(=O)N1CCOC2=C(C1)C=NC=C2C#N)(C)C